C(C)OC([C@H](C)OC1=C(C=C(C(=C1)F)Br)C1=NOCC1OCC)=O (2S)-2-[4-bromo-5-fluoro-2-(4-ethoxy-4,5-dihydroisoxazol-3-yl)phenoxy]propionic acid ethyl ester